Sodium (2S,5R)-N-(2-methoxyethoxy)-7-oxo-6-(sulfooxy)-1,6-diazabicyclo[3.2.1]octane-2-carboxamide COCCONC(=O)[C@H]1N2C(N([C@H](CC1)C2)OS(=O)(=O)O)=O.[Na]